10-(thiazol-2-yl)-6,7-dihydro-2H-pyrido[2,1-a]Isoquinoline-3-carboxylic acid S1C(=NC=C1)C1=CC=C2CCN3C(C2=C1)=CCC(=C3)C(=O)O